3,5-dibromofluorobenzene C1=C(C=C(C=C1Br)Br)F